(S)-N-(7-((3-hydroxyoxetan-3-yl)ethynyl)-5-methyl-4-oxo-2,3,4,5-tetrahydrobenzo[b][1,4]oxazepin-3-yl)-4-(thiazol-4-ylmethyl)pyridineamide OC1(COC1)C#CC1=CC2=C(OC[C@@H](C(N2C)=O)NC(=O)C2=NC=CC(=C2)CC=2N=CSC2)C=C1